N1=CC=CC2=CC=CC(=C12)NS(=O)(=O)C1=NC=C(C=C1)C(F)(F)F N-(quinolin-8-yl)-5-(trifluoromethyl)pyridine-2-sulfonamide